[rac-(5S,7S)-7-Fluoro-5-phenyl-6,7-dihydro-5H-pyrrolo[1,2-b][1,2,4]triazol-2-yl]-[rac-(3S)-tetrahydrofuran-3-yl]methanon F[C@H]1C[C@H](N2N=C(N=C21)C(=O)[C@@H]2COCC2)C2=CC=CC=C2 |r|